COC(/C(=N/OC)/C1=C(C=CC=C1)C)=O (E)-alpha-methoxyimino-2-tolylacetic acid methyl ester